(2-bromo-6-fluorophenyl)pivalamide BrC1=C(C(=CC=C1)F)CC(C(=O)N)(C)C